2-[[3-[(1-Oxoallyl)oxy]-2,2-bis[[(1-oxoallyl)oxy]methyl]propoxy]methyl]-2-[[(1-oxoallyl)oxy] methyl]-1,3-propanediyl diacrylate C(C=C)(=O)OCC(COC(C=C)=O)(COC(C=C)=O)COCC(COC(C=C)=O)(COC(C=C)=O)COC(C=C)=O